N1=C(C=CC(=C1)C(=O)F)C(=O)F pyridine-2,5-dicarbonyl difluoride